C(C)O[Si](OCCCC)(OCC)OCC triethoxy(n-butoxy)silane